BrC=1C=CC(=C(C1)O)C=1NC=CN1 5-bromo-2-(1H-imidazol-2-yl)phenol